COC(=O)CC[Si](Cl)(Cl)Cl 2-(methoxycarbonyl)ethyltrichlorosilane